FC1=C(OP(=O)(OC2=CC=CC=C2)N[C@@H](CC2=CC=CC=C2)C(=O)OC(CCC)CCC)C(=C(C(=C1F)F)F)F heptan-4-yl ((perfluorophenoxy)(phenoxy)phosphoryl)-L-phenylalaninate